1,1,1,2,3,4,4,5,5-nonafluoro-2-pentene FC(C(=C(C(C(F)F)(F)F)F)F)(F)F